(2-propynyl)pentaerythritol C(C#C)C(O)C(CO)(CO)CO